NC=1C=C(C(=NC1C1CCOCC1)C(=O)O)C 5-amino-3-methyl-6-(tetrahydro-2H-pyran-4-yl)picolinic acid